1,4-diisocyanatobutanen N(=C=O)C=CCCN=C=O